2-bromo-1-(2-methoxymethyloxy-3-methyl-5-isopropylphenyl)-1-(3-ethylphenyl)-ethylene BrC=C(C1=CC(=CC=C1)CC)C1=C(C(=CC(=C1)C(C)C)C)OCOC